N-[2-(4-aminopiperidin-1-yl)-2-oxoethyl]-2-chloro-4-[[3-[3-(trifluoromethyl)-1H-pyrazol-4-yl]imidazo[1,2-a]pyrazin-8-yl]amino]benzamide NC1CCN(CC1)C(CNC(C1=C(C=C(C=C1)NC=1C=2N(C=CN1)C(=CN2)C=2C(=NNC2)C(F)(F)F)Cl)=O)=O